4-([1,2,4]triazolo[1,5-a]pyridine-7-oxy)-3-methylaniline N=1C=NN2C1C=C(C=C2)OC2=C(C=C(N)C=C2)C